N1(CCC1)[C@@H]1CN(CCC1)C1=CC=2N=C(N(C(C2C(=N1)C1=C(C=C(C=C1)Cl)F)=O)C)C (S)-7-(3-(azetidin-1-yl)piperidin-1-yl)-5-(4-chloro-2-fluorophenyl)-2,3-dimethylpyrido[4,3-d]pyrimidin-4(3H)-one